O=C1NC(CC[C@H]1NC=1C=C(C=CC1)N1CCN(CC1)C1CCN(CC1)C(=O)OC(C)(C)C)=O |r| tert-Butyl (±)-4-(4-(3-((2,6-dioxopiperidin-3-yl)amino)phenyl)piperazin-1-yl)piperidine-1-carboxylate